TITANIUM-GADOLINIUM [Gd].[Ti]